4-(4-Cyclopropyl-6-(methoxy-d3)pyrimidin-5-yl)-2,6,7,8-tetrahydropyrazolo[3,4,5-de]quinoline C1(CC1)C1=NC=NC(=C1C=1N=C2CCCC=3C2=C(C1)NN3)OC([2H])([2H])[2H]